ethyl (3aS,4R,6aS)-1-benzyl-4-methylhexahydropyrrolo[3,4-b]pyrrole-5(1H)-carboxylate C(C1=CC=CC=C1)N1[C@H]2[C@@H](CC1)[C@H](N(C2)C(=O)OCC)C